N-(3-((2-(2-(methylamino)quinazolin-4-yl)-2,7-diazaspiro[3.5]nonan-7-yl)methyl)phenyl)ethanesulfonamide CNC1=NC2=CC=CC=C2C(=N1)N1CC2(C1)CCN(CC2)CC=2C=C(C=CC2)NS(=O)(=O)CC